CC=1C=C(OC1C)CC=1N=C2N(C=C(N=C2CC2=CC(=CC=C2)F)C2=CC=CC=C2)C1 2-((4,5-Dimethylfuran-2-yl)methyl)-8-(3-fluorobenzyl)-6-phenylimidazo[1,2-a]pyrazin